COC1=C(C=CC=C1)CCN1C[C@H]2[C@H](N3C4=C(C=CC=C24)OCC3)CC1 (6bS,10aR)-8-(2-methoxyphenylethyl)-1,2,6b,7,8,9,10,10a-octahydro-[1,4]oxazino[2,3,4-hi]pyrido[4,3-b]indole